sodium silicon phosphorus [P].[Si].[Na]